5-hydroxy-6-(5H-imidazo[5,1-a]isoindol-5-yl)-5,6,7,8-tetrahydroquinoline-2-carboxamide OC1C=2C=CC(=NC2CCC1C1N2C(C3=CC=CC=C13)=CN=C2)C(=O)N